ClC=1C(=C(C=CC1)NC1=C(NC2=C1C(NCC2)=O)C2=C(C=NC=C2)C#CC(C)(C)NC(C=C)=O)OC N-[4-(4-{3-[(3-chloro-2-methoxyphenyl)amino]-4-oxo-1H,5H,6H,7H-pyrrolo[3,2-c]pyridin-2-yl}pyridin-3-yl)-2-methylbut-3-yn-2-yl]prop-2-enamide